2-((2-amino-4-carboxyphenyl)thio)-6-fluorobenzoic acid NC1=C(C=CC(=C1)C(=O)O)SC1=C(C(=O)O)C(=CC=C1)F